N-(3-methoxypropyl)cyclobutanamine COCCCNC1CCC1